ClC=1C(=C(C(=CC1)OC)C1=CC(=NC=C1C(=O)NC=1SC(=NN1)CO[C@H]1COCC1)C)F 4-(3-Chloro-2-fluoro-6-methoxyphenyl)-6-methyl-N-(5-((((R)-tetrahydrofuran-3-yl)oxy)methyl)-1,3,4-thiadiazol-2-yl)nicotinamide